The molecule is the furanose form of 2-deoxy-D-ribose 5-phosphate. It derives from a D-ribose. It is a conjugate acid of a 2-deoxy-D-ribofuranose 5-phosphate(2-). C1[C@@H]([C@H](OC1O)COP(=O)(O)O)O